NCCOCCOCCOCCC(=O)OC(C)(C)C tert-butyl 3-[2-[2-(2-aminoethoxy)ethoxy]ethoxy]propanoate